C(C1=CC=CC=C1)N1[C@H]2CN([C@@H]([C@]2(C1)CCCB1OC(C(O1)(C)C)(C)C)C(=O)OC)C(=O)OC(C)(C)C 3-(tert-butyl) 2-methyl (1S,2S,5R)-6-benzyl-1-(3-(4,4,5,5-tetramethyl-1,3,2-dioxaborolan-2-yl)propyl)-3,6-diazabicyclo[3.2.0]heptane-2,3-dicarboxylate